C(=O)(O)CCCOC(CCCCCCC\C=C/CCCCCCCC)=O carboxypropyloleate